2-(iso-propoxy)pyridine-4-boronic acid C(C)(C)OC1=NC=CC(=C1)B(O)O